ClC1=CC=NC(=C1)Cl 4,6-dichloropyridine